S1C=NC2=C1C=C(C=C2)C2=CC(=NN2C2=NC(=CC=C2)C)CC(=O)NC2=CC=C(C=C2)OCCOC 5-(benzo[d]thiazol-6-yl)-N-(4-(2-methoxyethoxy)phenyl)-1-(6-methylpyridin-2-yl)-1H-pyrazole-3-carboxyamide